C(C)OC(CC=1N=C(SC1)C1=CC=C2C=CC=C(C2=C1)OCCN1[C@@H]2CN([C@H](C1)C2)C(=O)OC(C)(C)C)=O tert-butyl (1S,4S)-5-(2-((7-(4-(2-ethoxy-2-oxoethyl)thiazol-2-yl)naphthalen-1-yl)oxy)ethyl)-2,5-diazabicyclo[2.2.1]heptane-2-carboxylate